(S)-2-(4-cyclopropyl-3-(2-(3-fluoroazetidin-1-yl) ethyl)-6-oxopyridazin-1(6H)-yl)-4-methylpentanoate C1(CC1)C=1C(=NN(C(C1)=O)[C@H](C(=O)[O-])CC(C)C)CCN1CC(C1)F